ClC1=C(C=C2C=NNC2=C1)C[C@@H](CNC(C[C@H](C)C1=CC=CC=C1)=O)N(C)C (S)-N-((S)-3-(6-chloro-1H-indazol-5-yl)-2-(dimethylamino)propyl)-3-phenylbutanamide